N-ethyl-2,2-difluoroethan-1-amine C(C)NCC(F)F